2-pentylimidazo[2,1-f][1,2,4]triazine-4-amine C(CCCC)C1=NN2C(C(=N1)N)=NC=C2